C1(=CC=CC=C1)[B-](C1=CC=CC=C1)(C1=CC=CC=C1)C1=CC=CC=C1.C(CCCCCCCCCCCCCCCCC)[NH+](C)CCCCCCCCCCCCCCCCCC dioctadecyl-methylammonium tetrakis(phenyl)borate